Ethyl-(3S)-3-hydroxy-D-proline C(C)N1[C@H]([C@H](CC1)O)C(=O)O